N'-(1-Ethyl-1H-tetrazol-5-yl)-4-fluoro-N,N,2-trimethyl-6-(trifluoromethyl)isophthalamid C(C)N1N=NN=C1NC(C=1C(=C(C(=O)N(C)C)C(=CC1F)C(F)(F)F)C)=O